2,2'-(furan-2(5H)-ylidenemethylene)difuran cyclobutyl-((4-(cyclopropyl)phenoxy)(perfluorophenoxy)phosphoryl)-alaninate C1(CCC1)N([C@@H](C)C(=O)O)P(=O)(OC1=C(C(=C(C(=C1F)F)F)F)F)OC1=CC=C(C=C1)C1CC1.O1C(C=CC1)=C(C=1OC=CC1)C=1OC=CC1